C(C)(C)(C)OC(=O)N1CC(C1)N1CCCCC1 3-(piperidin-1-yl)azetidine-1-carboxylic acid tert-butyl ester